Cl.FC=1C=C(C=C(C1)F)C1CC=NN1C(=O)C1CC2C(CNC2)C1 (5-(3,5-difluorophenyl)-4,5-dihydro-1H-pyrazol-1-yl)(octahydrocyclopenta[C]pyrrol-5-yl)methanone hydrochloride